(S)-(1,3-dimethyl-1H-1,2,4-triazol-5-yl)(4-(4-methylbenzo[d]oxazol-2-yl)-6,7-dihydro-1H-imidazo[4,5-c]pyridin-5(4H)-yl)methanone CN1N=C(N=C1C(=O)N1[C@@H](C2=C(CC1)NC=N2)C=2OC1=C(N2)C(=CC=C1)C)C